CN1N=CC(=C1)N1N=C(C2=CC=C(C=C12)B1OC(C(O1)(C)C)(C)C)[2H] 1-(1-Methyl-1H-pyrazol-4-yl)-6-(4,4,5,5-tetramethyl-1,3,2-dioxaborolan-2-yl)-1H-indazole-3-d